NC1=C(C(=O)OC)C=C(C=C1N)Br Methyl 2,3-diamino-5-bromobenzoate